Elaidoyl-(elaidic acid) C(CCCCCCC\C=C\CCCCCCCC)(=O)C(C(=O)O)CCCCCC\C=C\CCCCCCCC